OC1=C(C=C(C=C1)C1=CC(=C(C=C1)O)C(=O)O)C(=O)O 4,4'-dihydroxybiphenyl-3,3'-dicarboxylic acid